2-acryl-2-methylpropanesulfonate sodium [Na+].C(=O)(C=C)C(CS(=O)(=O)[O-])(C)C